(S)-2-(1-Isopropyl-3-methyl-7-oxo-1,7-dihydro-6H-pyrazolo[3,4-d]pyridazin-6-yl)-N-(1-(p-tolyl)ethyl)acetamid C(C)(C)N1N=C(C2=C1C(N(N=C2)CC(=O)N[C@@H](C)C2=CC=C(C=C2)C)=O)C